(2S,4R)-1-tert-butyl-2-methyl-4-hydroxypyrrolidine C(C)(C)(C)N1[C@H](C[C@H](C1)O)C